(tert-butoxycarbonyl)-D-asparagine tert-butyl ester C(C)(C)(C)OC([C@H](NC(=O)OC(C)(C)C)CC(N)=O)=O